di(dimethylamino)methyl-vinyl-silane CN(C)C(N(C)C)[SiH2]C=C